COCCCN1N=CC=C1C(=O)NC 1-(3-methoxypropyl)-N-methyl-1H-pyrazole-5-carboxamide